7-formyl-2,3-dihydro-4H-pyrido[3,2-b][1,4]oxazine-4-carboxylic acid tert-butyl ester C(C)(C)(C)OC(=O)N1C2=C(OCC1)C=C(C=N2)C=O